CN(C(=O)C=1NC(=CC1)C=1C=NN(C1)C1=CC=CC=C1)C1CCO1 N-methyl-N-(oxetan-4-yl)-5-(1-phenyl-1H-pyrazol-4-yl)-1H-pyrrole-2-carboxamide